COC1=C(C=CC(=C1)NC(=O)C1(CCCC1)C=1C=NC=CC1)NC(C1=CC(=CC=C1)Cl)=O N-(2-methoxy-4-(1-(pyridin-3-yl)cyclopentane-1-carboxamido)phenyl)-3-chlorobenzamide